ClC1=NC=2CCCCC2C=C1C(=O)NC(C)CCC1=CC=CC=C1 2-chloro-N-(4-phenylbutan-2-yl)-5,6,7,8-tetrahydroquinoline-3-carboxamide